3-methylphenol CC=1C=C(C=CC1)O